7,7'-(1-(2-(benzyloxy)ethyl)piperidine-3,5-diyl)bis(hept-6-en-1-ol) C(C1=CC=CC=C1)OCCN1CC(CC(C1)C=CCCCCCO)C=CCCCCCO